aluminum bis(isobutylacetate) acetate C(C)(=O)[O-].C(C(C)C)CC(=O)[O-].C(C(C)C)CC(=O)[O-].[Al+3]